tert-butyl 2-(((((9H-fluoren-9-yl)methoxy)carbonyl) (methyl)amino)methyl)-6-(2-bromo-6-chloropyridin-4-yl)morpholine-4-carboxylate C1=CC=CC=2C3=CC=CC=C3C(C12)COC(=O)N(C)CC1CN(CC(O1)C1=CC(=NC(=C1)Cl)Br)C(=O)OC(C)(C)C